CN1CC(CC1)OC1=CC(=CC=C1)B1OC(C(O1)(C)C)(C)C 1-methyl-3-(3-(4,4,5,5-tetramethyl-1,3,2-dioxaborolan-2-yl)phenoxy)pyrrolidine